C(C)(=O)C1=CC(=C(C=C1)COC1=CC=CC(=N1)C1CCN(CC1)CC=1N(C2=C(N1)C=CC(=C2)C(=O)O)C[C@H]2OCC2)F 2-[(4-[6-[(4-acetyl-2-fluorophenyl)methoxy]pyridin-2-yl]piperidin-1-yl)Methyl]-3-[(2S)-oxetan-2-ylmethyl]-1,3-benzodiazole-5-carboxylic acid